NC=1C=C(C=CC1)C1=NC2=CC(=CC=C2C(=N1)NC1=NNC(=C1)C)N1CCOCC1 2-(3-aminophenyl)-N-(5-methyl-1H-pyrazol-3-yl)-7-morpholinoquinazolin-4-amine